[F-].C(CCCCCC)[N+]1=C(C=CC=C1)CCCC 1-heptyl-2-butylpyridinium fluoride